3-chloropropyl (2R,3S,5S)-2-(((tert-butyldimethylsilyl)oxy)methyl)-3-(N-(4-methoxybenzyl)methylsulfonamido)-5-(methoxymethyl)pyrrolidine-1-carboxylate [Si](C)(C)(C(C)(C)C)OC[C@@H]1N([C@@H](C[C@@H]1N(S(=O)(=O)C)CC1=CC=C(C=C1)OC)COC)C(=O)OCCCCl